6-(3-isopropyl-5-(2-methyl-octahydrocyclopenta[c]pyrrol-5-yl)-1H-indol-2-yl)-7,8-dimethyl-[1,2,4]triazolo[4,3-a]pyridine C(C)(C)C1=C(NC2=CC=C(C=C12)C1CC2C(CN(C2)C)C1)C=1C(=C(C=2N(C1)C=NN2)C)C